Tetradeca-9,11-dienedicarboxylic acid C(CCCCCCCC=CC=CCC)(C(=O)O)C(=O)O